6-chloro-3-((1-(9-methyl-5-(pyridin-4-yl)-2-(trifluoromethyl)imidazo[1,2-c]quinazolin-7-yl)ethyl)amino)picolinic acid ClC1=CC=C(C(=N1)C(=O)O)NC(C)C1=CC(=CC=2C=3N(C(=NC12)C1=CC=NC=C1)C=C(N3)C(F)(F)F)C